(3-(4-(2-(4-(3-(4-(2-(2,6-dioxopiperidin-3-yl)-1,3-dioxoisoindolin-5-yl)piperidin-1-yl)propyl)piperazin-1-yl)ethoxy)phenoxy)-2-(4-fluorophenyl)benzo[b]thiophen-6-yl)boronic acid O=C1NC(CCC1N1C(C2=CC=C(C=C2C1=O)C1CCN(CC1)CCCN1CCN(CC1)CCOC1=CC=C(OC=2C3=C(SC2C2=CC=C(C=C2)F)C=C(C=C3)B(O)O)C=C1)=O)=O